N=1N=C(NC1)C1=CC=C(C=N1)C=1N=C2C(=NC1)NC(CN2CCC2CCOCC2)=O 6-(6-(4H-1,2,4-triazol-3-yl)pyridin-3-yl)-4-(2-(tetrahydro-2H-pyran-4-yl)ethyl)-3,4-dihydropyrazino[2,3-b]pyrazin-2(1H)-one